Methyl 1-(4-((32S,35S)-1-azido-32-isopropyl-30,33-dioxo-35-(3-ureidopropyl)-3,6,9,12,15,18,21,24,27-nonaoxa-31,34-diazahexatriacontan-36-amido)benzyl)-1H-pyrrole-3-carboxylate N(=[N+]=[N-])CCOCCOCCOCCOCCOCCOCCOCCOCCOCCC(N[C@H](C(N[C@H](C(=O)NC1=CC=C(CN2C=C(C=C2)C(=O)OC)C=C1)CCCNC(=O)N)=O)C(C)C)=O